NC1=CC(=NC(=C1)NC1=CC(=CC=C1)F)C(=O)NC1=CC=CC=C1 4-Amino-6-((3-fluorophenyl)amino)-N-phenylpyridineamide